N-(3-fluoro-4-((6-fluoro-7-(oxazol-2-yloxy)-2-oxospiro[benzo[e][1,3]oxazine-4,3'-oxetan]-3(2H)-yl)methyl)pyridin-2-yl)cyclopropanesulfonamide FC=1C(=NC=CC1CN1C(OC2=C(C=C(C(=C2)OC=2OC=CN2)F)C12COC2)=O)NS(=O)(=O)C2CC2